N1(C=NC=2C1=C1C(=NC2)NC=C1)N1CCC(CC1)CNS(=O)(=O)C N-((1-(imidazo[4,5-d]pyrrolo[2,3-b]pyridin-1(6H)-yl)piperidin-4-yl)methyl)methanesulfonamide